(R)-9-(2-phosphonomethoxypropyl)-adenine P(=O)(O)(O)CO[C@@H](CN1C2=NC=NC(=C2N=C1)N)C